2-chloro-1-(2,4-dimethoxyphenyl)ethanone ClCC(=O)C1=C(C=C(C=C1)OC)OC